COC1(CNCC1)CO (3-methoxypyrrolidin-3-yl)methanol